(2-(4,4-Dimethylpiperidin-1-yl)-4-(2-methylmorpholino)phenyl)-2-fluoropyrimidine-4-carboxamide CC1(CCN(CC1)C1=C(C=CC(=C1)N1CC(OCC1)C)C=1C(=NC(=NC1)F)C(=O)N)C